(tetrahydrofuran-2-yl)methanone O1C(CCC1)C=O